BrC1(C=CC(C(=C1)C1=CC=CC=C1)(O)O)Br 5,5-dibromo-2,2-dihydroxybiphenyl